N-(7-cyclopentylpyrazolo[1,5-a]pyrimidin-6-yl)-N-(5-methyl-6-{5-[2-(2-oxoethoxy)ethyl]-1,2,4-oxadiazol-3-yl}pyridin-3-yl)urea C1(CCCC1)C1=C(C=NC=2N1N=CC2)N(C(=O)N)C=2C=NC(=C(C2)C)C2=NOC(=N2)CCOCC=O